CNC(=O)C1=NC=C(C=C1)C1=CC=C(C=C1)S(=O)(=O)[C@@H]1CC[C@H](CC1)NC1=CC=C(C=C1)S(F)(F)(F)(F)F N-methyl-5-(4-{[trans-4-{[4-(pentafluoro-λ6-sulfanyl)phenyl]Amino}cyclohexyl]sulfonyl}phenyl)pyridine-2-carboxamide